C(C)(=O)C=1C(C2=CC=CC=C2C(C1C)=O)=O 2-acetyl-3-methyl-1,4-naphthoquinone